Aminoethyl-3-aminopropyltriethoxysilan NCCC(C)O[Si](OCC)(OCC)CCCN